bis(cyanoacetylaminomethyl)-tricyclo[5.2.1.02,6]decane C(#N)CC(=O)NCC12C3(CCC(C2CCC1)C3)CNC(CC#N)=O